The molecule is a C16, monounsaturated fatty acid with a double bond at position 11; a key intermediate in silkworm pheromone biosynthesis. CCCC/C=C\\CCCCCCCCCC(=O)O